C(C)(C)C1=CC=C(C=C1)CN1N=CC(=C1)C1=NC=2N3C(N(C(C2N1)=O)CCC)=NC=C3 2-[1-[(4-Isopropylphenyl)methyl]pyrazol-4-yl]-5-propyl-3H-imidazo[2,1-b]purin-4-on